C(C)(C)(C)OC(=O)N1CCC12CNC2 {1,6-diazaspiro[3.3]heptane-1-yl}carboxylic acid tert-butyl ester